((4R,5S)-5-Amino-4-(2,4,5-trifluorophenyl)cyclohex-1-enyl)-(3-(trifluoromethyl)-5,6-dihydro-[1,2,4]triazolo[4,3-a]pyrazin-7(8H)-yl)methanone N[C@@H]1[C@H](CC=C(C1)C(=O)N1CC=2N(CC1)C(=NN2)C(F)(F)F)C2=C(C=C(C(=C2)F)F)F